4-(4-(4-oxopent-2-enoyl)piperazin-1-yl)isoquinoline O=C(C=CC(=O)N1CCN(CC1)C1=CN=CC2=CC=CC=C12)C